dimethyl-ethylenediamine CNCCNC